C(C(O)C)(=O)C(C(=O)OCCCCCCCCCCCCCCCC(C)C)(O)C.[Na] sodium isostearyl lactyllactate